O([C@H]1[C@H](O)[C@@H](O)[C@H](O)[C@H](O1)CO)CCCCCCCC octyl beta-D-glucopyranoside